ls-4-(10-methyl-4b-(3-methyl-1H-indol-2-yl)-12-oxo-4b,11,11a,12-tetrahydroindeno[2',1':4,5]pyrrolo[1,2-a]indol-11-yl)benzonitrile CC1=C2N(C=3C=CC=CC13)C1(C(C2C2=CC=C(C#N)C=C2)C(C2=CC=CC=C21)=O)C=2NC1=CC=CC=C1C2C